NCC1=CC(=C(C=C1)S(=O)(=O)N(CC1=CC=C(C=C1)OC)CC1=CC=C(C=C1)OC)F 4-(aminomethyl)-2-fluoro-N,N-bis(4-methoxybenzyl)benzenesulfonamide